BrC1=NN(C(=C1)C(=O)NC=1C(=CC=2N(C1C(=O)NCCC)N=CC2)Cl)C2=NC=CC=C2Cl 6-(3-bromo-1-(3-chloropyridin-2-yl)-1H-pyrazole-5-carboxamido)-5-chloro-N-propylpyrazolo[1,5-a]pyridine-7-carboxamide